1-[3-(triethoxysilyl)propyl]-3,3'-pentamethylenebis(5-amino-1,2,4-triazole) C(C)O[Si](CCCC(CCCCC1=NNC(=N1)N)C1=NNC(=N1)N)(OCC)OCC